N1C(=NC2=C1C=CC=C2)C2=CC=CC(=N2)C(=O)N2CCC1(CCCN(C1)C(=O)C1=NC(=NC=C1)NC1=CC=CC=C1)CC2 (9-(6-(1H-benzo[d]imidazol-2-yl)pyridinoyl)-2,9-diazaspiro[5.5]undecan-2-yl)(2-(Anilino)pyrimidin-4-yl)methanone